OC[C@H](C1=CC=CC=C1)NC1=NC(=NC=C1C1=NC(=NO1)C(C)C)NC1=CC(=C(C(=O)N(C)C)C=C1)C 4-[[4-[[(1S)-2-hydroxy-1-phenyl-ethyl]amino]-5-(3-isopropyl-1,2,4-oxadiazol-5-yl)pyrimidin-2-yl]amino]-N,N,2-trimethyl-benzamide